P(=O)(O)(O)O.NC1=NC=CC(=C1Cl)SC1=CN=C(N=N1)N1CCC2(CC1)[C@@H](C1=CC=CC=C1C2)N (S)-1'-(6-((2-amino-3-chloropyridin-4-yl)thio)-1,2,4-triazin-3-yl)-1,3-dihydrospiro[inden-2,4'-piperidin]-1-amine phosphate